(S)-2-(3-hydroxy-3,7-dimethyloct-6-en-1-yl)-3,5,6-trimethylbenzene-1,4-diol O[C@](CCC1=C(C(=C(C(=C1C)O)C)C)O)(CCC=C(C)C)C